N1N=CC2=CC(=CC=C12)\C=C/1\C(N(C(=N1)NCC1CCOCC1)C)=O (5Z)-5-(1H-Indazol-5-ylmethylene)-3-methyl-2-(tetrahydropyran-4-ylmethylamino)imidazol-4-one